Cl.FC(C1=CN=CC(=N1)N1CC2(CC1=O)C1CNCC2CC1)(F)F 1'-(6-(trifluoromethyl)pyrazin-2-yl)-3-azaspiro[bicyclo[3.2.1]octane-8,3'-pyrrolidin]-5'-one hydrochloride